9'-(4-(4-(4-(4,6-diphenyl-1,3,5-triazin-2-yl)phenyl)pyridin-3-yl)phenyl)-9'H-9,3':6',9''-tercarbazole C1(=CC=CC=C1)C1=NC(=NC(=N1)C1=CC=CC=C1)C1=CC=C(C=C1)C1=C(C=NC=C1)C1=CC=C(C=C1)N1C2=CC=C(C=C2C=2C=C(C=CC12)N1C2=CC=CC=C2C=2C=CC=CC12)N1C2=CC=CC=C2C=2C=CC=CC12